((2S)-3-([1,1'-biphenyl]-4-yl)-2-((((1R)-1-aminoethyl)(hydroxy)phosphoryl)methyl)propanoyl)-L-alanine C1(=CC=C(C=C1)C[C@@H](C(=O)N[C@@H](C)C(=O)O)CP(=O)(O)[C@H](C)N)C1=CC=CC=C1